6-(1H-imidazol-1-yl)-1-methyl-1,5-naphthyridine-2,4(1H,3H)-dione N1(C=NC=C1)C=1N=C2C(CC(N(C2=CC1)C)=O)=O